N-(3-((5-(4-(azetidin-1-yl)-3-fluorophenyl)-2-((1-methyl-1H-pyrazol-4-yl)amino)pyrimidin-4-yl)amino)-4-fluorophenyl)acrylamide N1(CCC1)C1=C(C=C(C=C1)C=1C(=NC(=NC1)NC=1C=NN(C1)C)NC=1C=C(C=CC1F)NC(C=C)=O)F